The molecule is a valeric acid derivative having a hydroxy substituent at the 2-position and a methyl substituent at the 4-position; an alpha-hydroxy analogue of leucine. A bacterial metabolite, it has also been isolated from amniotic fluid, was found in a patient with dihydrolipoyl dehydrogenase deficiency and is present in the urine of patients with short bowel syndrome. It has a role as a metabolite. It is a 2-hydroxy fatty acid and a branched-chain fatty acid. It derives from a valeric acid. It is a conjugate acid of a 2-hydroxy-4-methylvalerate. CC(C)CC(C(=O)O)O